CN1N=C(C(=C1O)C(C1=C(C(=C(C=C1)S(=O)(=O)C(C)C)CN1C(OC(=N1)C)=O)Cl)=O)C 1,3-dimethyl-4-{2-chloro-3-[(5-methyl-2-oxo-1,3,4-oxadiazol-3(2H)yl)methyl]-4-isopropylsulfonylbenzoyl}-5-hydroxypyrazole